2-[6-amino-5-[8-[2-[3-(3-fluoropyrrolidin-1-yl)prop-1-ynyl]-4-pyridinyl]-3,8-diazabicyclo[3.2.1]oct-3-yl]pyridazin-3-yl]phenol NC1=C(C=C(N=N1)C1=C(C=CC=C1)O)N1CC2CCC(C1)N2C2=CC(=NC=C2)C#CCN2CC(CC2)F